C(C)(C)(C)C1N(CCC(C1)[C@H]1C[C@H]([C@@H]2OC(O[C@@H]21)(C)C)N2C=C(C1=C2N=CN=C1N)I)C(=O)OCC(CCCCCCCCCCCC)CCCCCCCC 2-octyl-tetradecanol tert-Butyl-4-((3aR,4R,6R,6aS)-6-(4-amino-5-iodo-7H-pyrrolo[2,3-d]pyrimidin-7-yl)-2,2-dimethyltetrahydro-4H-cyclopenta[d][1,3]dioxol-4-yl)piperidine-1-carboxylate